BrC1=C(SC=C1)COC1=C(C=C(C=O)C=C1)Cl 4-[(3-BROMOTHIOPHEN-2-YL)METHOXY]-3-CHLOROBENZALDEHYDE